2-(2,5-difluoro-4-(6-((2-fluoro-4-((1-methyl-1H-1,2,3-triazol-5-yl)ethynyl)benzyl)oxy)pyridin-2-yl)benzyl)-1-(4,4-dimethyltetrahydrofuran-3-yl)-1H-benzo[d]imidazole-6-carboxylic acid FC1=C(CC2=NC3=C(N2C2COCC2(C)C)C=C(C=C3)C(=O)O)C=C(C(=C1)C1=NC(=CC=C1)OCC1=C(C=C(C=C1)C#CC1=CN=NN1C)F)F